O=C1C(=C(C=NN1)OC[C@H]1CC[C@@H](N1)CC(=O)N1CCN(CC1)C1=NC=C(C#N)C=C1)C(F)(F)F 6-(4-(2-((2R,5R)-5-(((6-Oxo-5-(trifluoromethyl)-1,6-dihydropyridazin-4-yl)oxy)methyl)pyrrolidin-2-yl)acetyl)piperazin-1-yl)nicotinonitrile